Cl.CC1=NC=NC(=C1C=1C=C(N)C=CC1OCCN1CCCC1)C 3-(4,6-dimethylpyrimidin-5-yl)-4-(2-(pyrrolidin-1-yl)ethoxy)aniline hydrochloride